rac-(3aR,6aR)-1-benzyl-4-methyl-hexahydropyrrolo[3,4-b]pyrrole-5(1H)-carboxylic acid ethyl ester C(C)OC(=O)N1C[C@@H]2N(CC[C@@H]2C1C)CC1=CC=CC=C1 |r|